FC=1C=C(C2=CC=CC=C2C1B1OC(C(O1)(C)C)(C)C)C#N 3-fluoro-4-(4,4,5,5-tetramethyl-1,3,2-dioxaborolan-2-yl)naphthalene-1-carbonitrile